7-azabicyclo[4.1.1]octane-1-carboxylic acid C12(CCCCC(N1)C2)C(=O)O